acenaphtho[1,2-b]acephenanthryleno[5,4-k]chrysene C1=CC=C2C=CC=C3C2=C1C1=CC=2C=CC4=C5C=C6C(=CC5=CC=C4C2C=C13)C1=CC3=CC=CC=C3C=3C=CC=C6C31